3-Benzyl-6-(pyridin-3-ylmethyl)-2,3,4,6-tetrahydropyrido[3,4-c][1,8]naphthyridine C(C1=CC=CC=C1)N1CC2=CN(C=3N=CC=CC3C2=CC1)CC=1C=NC=CC1